(4-fluorophenyl)-1-methylsulfonylindazol FC1=CC=C(C=C1)C1=NN(C2=CC=CC=C12)S(=O)(=O)C